BrC1=C(OC2=C1C=CC=C2)C2=CC=CC=C2COC(=O)N2C[C@H]1C([C@H]1C2)CO.FC2=CC=C(C=C2)[C@@H]2N(CCC1=CC=CC=C21)C=O ((S)-1-(4-fluorophenyl)-3,4-dihydroisoquinolin-2(1H)-yl)methanone 3-bromobenzofuranbenzyl-(1R,5S,6r)-6-(hydroxymethyl)-3-azabicyclo[3.1.0]hexane-3-carboxylate